ClC=1C=C(C=CC1OCC1=NC=CC=C1)NC1=NC=NC2=CC(=C(C=C12)NC(C=C)=O)OCCN1CCOCC1 N-(4-((3-chloro-4-(pyridin-2-ylmethoxy)phenyl)amino)-7-(2-morpholinoethoxy)quinazolin-6-yl)acrylamide